ClC1=CC=C2C(=CC(=NC2=C1C1=CC=CC=C1)N1C(CCC1)COCCC(=O)O)N1C=NC=C1 3-((1-(7-Chloro-4-(1H-Imidazol-1-Yl)-8-Phenylquinolin-2-Yl)Pyrrolidin-2-Yl)Methoxy)Propanoic Acid